2,2,2-trichloroethyl (2-(thiophen-3-yl)acetoxy)carbamate S1C=C(C=C1)CC(=O)ONC(OCC(Cl)(Cl)Cl)=O